1-((1S,4S)-5-(4-((4-(Difluoromethoxy)-2,3-difluorophenyl)amino)pyrido[3,2-d]pyrimidin-6-yl)-2,5-diazabicyclo[2.2.1]heptan-2-yl)prop-2-en-1-one FC(OC1=C(C(=C(C=C1)NC=1C2=C(N=CN1)C=CC(=N2)N2[C@@H]1CN([C@H](C2)C1)C(C=C)=O)F)F)F